2-(6-bromo-7-chlorobenzo[d]thiazol-2-yl)acetic acid BrC1=C(C2=C(N=C(S2)CC(=O)O)C=C1)Cl